O1CCCC2=C(C=CC=C12)C=1CCCC2=C(C1C1=CC=C(C=C1)C=C1CN(C1)CCCF)C=CC(=C2)C(=O)O 8-(Chroman-5-yl)-9-(4-((1-(3-fluoropropyl)azetidin-3-ylidene)methyl)phenyl)-6,7-dihydro-5H-benzo[7]annulene-3-carboxylic acid